2-imino-3-(4-methoxy-2-methylphenyl)thiazolidin-4-one N=C1SCC(N1C1=C(C=C(C=C1)OC)C)=O